N-(3-aminopropyl)-8-(4-(trifluoromethyl)cyclohex-1-en-1-yl)quinoline-3-carboxamide hydrochloride Cl.NCCCNC(=O)C=1C=NC2=C(C=CC=C2C1)C1=CCC(CC1)C(F)(F)F